Cl.N[C@H](C(=O)OC)C(C1CCCCC1)C1CCCCC1 methyl (2S)-2-amino-3,3-dicyclohexyl-propionate hydrochloride